5-((methylthio)methyl)pyridin tert-butyl-(S)-(6-(2-((tert-butoxycarbonyl)amino)-4-fluorobutyl)-2-chloro-7-methylthieno[3,2-d]pyrimidin-4-yl)(furan-2-ylmethyl)carbamate C(C)(C)(C)OC(N(CC=1OC=CC1)C=1C2=C(N=C(N1)Cl)C(=C(S2)C[C@H](CCF)NC(=O)OC(C)(C)C)C)=O.CSCC=2C=CC=NC2